P(O)(O)=O.P(O)(O)=O.P(O)(O)=O.P(O)(O)=O.P(O)(O)=O.NCCNCCN diethylenetriamine pentaphosphonate